BrC=1C=C2C(N(C(C2=CC1)=O)N1C(CCCC1=O)=O)C (5-bromo-3-methyl-1-oxoisoindolin-2-yl)piperidine-2,6-dione